(E)-6-methoxy-2-(2-nitro-1-buten-1-yl)phenol COC1=CC=CC(=C1O)\C=C(/CC)\[N+](=O)[O-]